(4-methylbenzyl)-9H-pyrido[2,3-b]indole CC1=CC=C(CC=2C=CC3=C(NC4=CC=CC=C34)N2)C=C1